ClC1=C(C#N)C=CC(=C1)N1CC2(CC1C)CCN(CC2)C(C2=CC=C(C=C2)N2CCC(CC2)N2CC1=CC=3C(N(C(C3C=C1C2)=O)C2C(NC(CC2)=O)=O)=O)=O 2-chloro-4-(8-(4-(4-(6-(2,6-dioxopiperidin-3-yl)-5,7-dioxo-3,5,6,7-tetrahydropyrrolo[3,4-f]isoindol-2(1H)-yl)piperidin-1-yl)benzoyl)-3-methyl-2,8-diazaspiro[4.5]decan-2-yl)benzonitrile